N-[2-[4-[[[1-[1-(2,6-dioxo-3-piperidyl)-3-methyl-2-oxo-benzimidazol-4-yl]-4-piperidyl]-methyl-amino]methyl]cyclohexyl]-6-methoxy-indazol-5-yl]-6-(trifluoromethyl)pyrazine-2-carboxamide O=C1NC(CCC1N1C(N(C2=C1C=CC=C2N2CCC(CC2)N(C)CC2CCC(CC2)N2N=C1C=C(C(=CC1=C2)NC(=O)C2=NC(=CN=C2)C(F)(F)F)OC)C)=O)=O